2-(2-(2,3,5-Triiodobenzamido)ethoxy)ethyl Methacrylate C(C(=C)C)(=O)OCCOCCNC(C1=C(C(=CC(=C1)I)I)I)=O